CC1(OB(OC1(C)C)C=1C=NN(C1)C1CC(NCC1)C(=O)OC(C)(C)C)C tert-butyl 4-(4-(4,4,5,5-tetramethyl-1,3,2-dioxaborolan-2-yl)-1H-pyrazol-1-yl)piperidine-2-carboxylate